2-(1H-pyrazol-4-yl)-12-oxa-3-thia-6-azatricyclo[6.4.1.04,13]Tridec-1,4(13),7-trien-5-one N1N=CC(=C1)C1=C2OCCCC3=CNC(C(S1)=C23)=O